COC1=CC=C(C=N1)C1=CC=C2NC(C=3N(C2=C1)C(=NN3)C3=CC(=C(C=C3)N3CCNCC3)C(F)(F)F)=O 8-(6-methoxypyridin-3-yl)-1-(4-(piperazin-1-yl)-3-trifluoromethylphenyl)-[1,2,4]triazolo[4,3-a]quinoxalin-4(5H)-one